FC1=C(N)C(=CC=C1F)[N+](=O)[O-] 2,3-difluoro-6-nitro-aniline